NC1CCN(CC1)C1=C(C(=C(C(=N1)SC(C(=O)N)C1=NC=CC=C1F)C#N)CC)C#N 2-((6-(4-aminopiperidin-1-yl)-3,5-dicyano-4-ethylpyridin-2-yl)thio)-2-(3-fluoropyridin-2-yl)acetamide